NC1=CC(=C(C(=N1)C)CNC(=O)C1=NN(C=C1C1OCCC1)CC1=CC=C(C=C1)CN1C(C=CC=C1)=O)C N-((6-amino-2,4-dimethylpyridin-3-yl)methyl)-1-(4-((2-oxopyridin-1(2H)-yl)methyl)benzyl)-4-(tetrahydrofuran-2-yl)-1H-pyrazole-3-carboxamide